dimethylaminoboric acid CN(C)OB(O)O